N-(3-(5-chloro-2-methoxyphenyl)-1-(2-(2-cyanopyrrolidin-1-yl)-2-oxoethyl)-1H-pyrazol-4-yl)pyrazolo[1,5-a]pyrimidine-3-carboxamide ClC=1C=CC(=C(C1)C1=NN(C=C1NC(=O)C=1C=NN2C1N=CC=C2)CC(=O)N2C(CCC2)C#N)OC